Cl.ClC=1C(=NN(C1NC(=O)N[C@@H]1CN(C[C@H]1C1=CC(=C(C=C1)F)F)CCOC)C1=CC=CC=C1)C1CCN(CC1)S(=O)(=O)C(F)(F)F 1-(4-chloro-1-phenyl-3-(1-(trifluoromethylsulfonyl)piperidin-4-yl)-1H-pyrazol-5-yl)-3-((3s,4r)-4-(3,4-difluorophenyl)-1-(2-methoxyethyl)pyrrolidin-3-yl)urea hydrochloride